N-(3-(5-(((1-Acetylpiperidin-4-yl)(methyl)amino)methyl)-3'-chloro-6-methoxy-[2,4'-bipyridin]-2'-yl)-2-methylphenyl)-5-((3-hydroxyazetidin-1-yl)methyl)picolinamide C(C)(=O)N1CCC(CC1)N(C)CC=1C=CC(=NC1OC)C1=C(C(=NC=C1)C=1C(=C(C=CC1)NC(C1=NC=C(C=C1)CN1CC(C1)O)=O)C)Cl